tert-butyl (R)-2-(3-chlorophenyl)-1-(4-chlorophenyl)-2-oxoethylcarbamate ClC=1C=C(C=CC1)C([C@@H](C1=CC=C(C=C1)Cl)NC(OC(C)(C)C)=O)=O